7-amino-N-(2-{9-amino-2,2,3,3-tetramethyl-1,4-dioxa-7-azaspiro[4.4]nonan-7-yl}-5,6,7,8-tetrahydroquinolin-6-yl)-3-methylthieno[2,3-b]pyrazine-6-carboxamide NC1=C(SC2=NC(=CN=C21)C)C(=O)NC2CC=1C=CC(=NC1CC2)N2CC1(OC(C(O1)(C)C)(C)C)C(C2)N